3-((3r,5r,7r)-adamantan-1-yl)-1,1-difluoropropan-2-one C12(CC3CC(CC(C1)C3)C2)CC(C(F)F)=O